FC(C=1C=C(C=C(C1)C(F)(F)F)[C@@H](C)OC[C@@]1(NC[C@@]2(CCC(N2)=O)CC1)C1=CC=CC=C1)(F)F (5s,8s)-8-[{(1R)-1-(3,5-bis-(trifluoromethyl)phenyl)-ethoxy}-methyl]-8-phenyl-1,7-diazaspiro[4.5]decan-2-one